((S)-2-(4-chlorophenyl)-3-((1R,5S)-3-(3-methyl-1H-pyrrolo[2,3-b]pyridin-4-yl)-3,8-diazabicyclo[3.2.1]oct-8-yl)-3-oxopropyl)(isopropyl)carbamic acid tert-butyl ester C(C)(C)(C)OC(N(C(C)C)C[C@@H](C(=O)N1[C@H]2CN(C[C@@H]1CC2)C2=C1C(=NC=C2)NC=C1C)C1=CC=C(C=C1)Cl)=O